(R)-6-[amino(4-chlorophenyl)(1-methyl-1H-imidazol-5-yl)methyl]-4-(3-chlorophenyl)-1-methyl-2(1H)-quinolinone N[C@](C=1C=C2C(=CC(N(C2=CC1)C)=O)C1=CC(=CC=C1)Cl)(C1=CN=CN1C)C1=CC=C(C=C1)Cl